N[C@@H](C(=O)O)[C@@H](C(F)(F)F)NC(=N)N (2R,3S)-2-amino-3-carbamimidamido-4,4,4-trifluorobutanoic acid